methyl bis(trimethylsilyl) phosphite P(OC)(O[Si](C)(C)C)O[Si](C)(C)C